O1COC2=CC3=C(N=CS3)C=C21 dioxolo[4',5':4,5]benzo[1,2-d]thiazole